Lithium 3-((N-benzylmethylsulfonamido)ethynyl)-2-(1H-pyrrol-1-yl)benzoate C(C1=CC=CC=C1)N(S(=O)(=O)C)C#CC=1C(=C(C(=O)[O-])C=CC1)N1C=CC=C1.[Li+]